CC(C(=S)N)(C)C 2,2,2-trimethylthioacetamide